(S)-7-(1-(14-amino-3,6,9,12-tetraoxatetradecanoyl)piperidin-4-yl)-2-(4-phenoxyphenyl)-4,5,6,7-tetrahydropyrazolo[1,5-a]pyrimidine-3-carboxamide NCCOCCOCCOCCOCC(=O)N1CCC(CC1)[C@@H]1CCNC=2N1N=C(C2C(=O)N)C2=CC=C(C=C2)OC2=CC=CC=C2